C(C)SC1=NN2C(N=CC=C2C2=CC(=CC=C2)F)=C1C1=NC=2C(=NC=C(C2)C(F)(F)F)N1C 2-(2-(ethylthio)-7-(3-fluorophenyl)pyrazolo[1,5-a]pyrimidin-3-yl)-3-methyl-6-(trifluoromethyl)-3H-imidazo[4,5-b]pyridine